O=C1NC(CC[C@@H]1C1=CC=C(C=C1)N1CCN(CC1)CC(=O)N1CCC(CC1)N(C(=O)C1(CCN(CC1)C1=CN=NC(=C1)C1=C(C=CC=C1)O)C1=CC=CC=C1)CC)=O |r| rac-N-{1-[2-(4-{4-[(3R)-2,6-dioxopiperidin-3-yl]phenyl}piperazin-1-yl)acetyl]piperidin-4-yl}-N-ethyl-1-[6-(2-hydroxyphenyl)pyridazin-4-yl]-4-phenylpiperidine-4-carboxamide